O1NC=CC=C1N oxazin-6-amine